(S)-2-amino-2-(3-hydroxyphenyl)acetic acid N[C@H](C(=O)O)C1=CC(=CC=C1)O